COC(=O)C1CC(NCC1)CC 2-ethylpiperidine-4-carboxylic acid methyl ester